C(C)SC1=CC2=C(N(C(N2C)=O)C)C=C1C1=NC2=C(C=NC(=C2)C(F)(F)F)N1C 5-ethylsulfanyl-1,3-dimethyl-6-[3-methyl-6-(trifluoromethyl)imidazo[4,5-c]pyridin-2-yl]benzimidazol-2-one